C(C)S(=O)(=O)C=1C(=CC=2N(C1)C(=CN2)C=2C=C(C(=C(C2)NS(=O)(=O)CCC)OC)F)OC N-(5-(6-(ethylsulfonyl)-7-methoxyimidazo[1,2-a]pyridin-3-yl)-3-fluoro-2-methoxyphenyl)propane-1-sulfonamide